(3R,4R,5S,6S)-2-((1-(benzyloxy)-1-oxotridecan-4-yl)oxy)-6-methyltetrahydro-2H-pyran-3,4,5-triyl triacetate C(C)(=O)O[C@H]1C(O[C@H]([C@@H]([C@H]1OC(C)=O)OC(C)=O)C)OC(CCC(=O)OCC1=CC=CC=C1)CCCCCCCCC